6-(3-(2-fluorobenzyl)-7,8-dihydro-1,6-naphthyridin-6(5H)-yl)-4,5-dimethylpyridazine-3-carbonitrile FC1=C(CC=2C=NC=3CCN(CC3C2)C2=C(C(=C(N=N2)C#N)C)C)C=CC=C1